potassium aminopropionate NC(C(=O)[O-])C.[K+]